3-(3,4,5-trimethoxybenzylidene)-5-(4-pyridinyl)-N-methyl-4-piperidone COC=1C=C(C=C2CN(CC(C2=O)C2=CC=NC=C2)C)C=C(C1OC)OC